COC(C1=C(C=C(C(=C1)[N+](=O)[O-])OC)C1=NN(C=N1)CC)=O (1-ethyl-1H-1,2,4-triazol-3-yl)-4-methoxy-5-nitrobenzoic acid methyl ester